C(#N)CC1N(CCN(C1)C=1C2=C(N=C(N1)S(=O)C)CN(CC2)C2=C(C=CC=C2)C(F)(F)F)C(=O)OC(C)(C)C tert-butyl 2-(cyanomethyl)-4-[2-methylsulfinyl-7-[2-(trifluoromethyl)phenyl]-6,8-dihydro-5H-pyrido[3,4-d]pyrimidin-4-yl]piperazine-1-carboxylate